N-(Cyanomethyl)-8-(4-(trifluoromethyl)cyclohex-1-en-1-yl)quinoline-3-carboxamide C(#N)CNC(=O)C=1C=NC2=C(C=CC=C2C1)C1=CCC(CC1)C(F)(F)F